N=1C=NN2C=NN=CC21 1,2,4-triazolo[1,5-d]-1,2,4-triazine